O[C@@H]1CN(CC1)C(C)C1=CC(=C2CN(C(C2=C1)=O)C1=CC(=CC=C1)[C@@H](CC1=NN=CN1C)C)C(F)(F)F 6-(1-((S)-3-hydroxypyrrolidin-1-yl)ethyl)-2-(3-((R)-1-(4-methyl-4H-1,2,4-triazol-3-yl)propan-2-yl)phenyl)-4-(trifluoromethyl)isoindolin-1-one